1-(4-ethylbenzyl)piperidin C(C)C1=CC=C(CN2CCCCC2)C=C1